(2S)-N-(4-Chloro-2-fluorobenzyl)-N-((3S,5r)-1,1-difluorospiro[2.3]hexan-5-yl)-1-((R)-N,4-dimethylphenylsulfonimidoyl)pyrrolidine-2-carboxamide ClC1=CC(=C(CN(C(=O)[C@H]2N(CCC2)[S@](=O)(=NC)C2=CC=C(C=C2)C)C2CC3(CC3(F)F)C2)C=C1)F